C([C@@H]1[C@H]([C@@H]([C@H]([C@H](O1)O[C@@H]2[C@@H]([C@H]([C@@H]([C@H](O2)COP(=O)(O)O)O)O)O)O)O)O)O Alpha,alpha-trehalose 6-phosphate